2-amino-4,5-dimethylbenzoic acid NC1=C(C(=O)O)C=C(C(=C1)C)C